C(C1=CC=CC=C1)OC(=O)N1[C@H]([C@@H](CC1)C(F)F)C(=O)O trans-1-[(benzyloxy)carbonyl]-3-(difluoromethyl)pyrrolidine-2-carboxylic acid